(R)-5-tert-butyl-3-methyl-2,3-dihydrobenzo[d]isothiazole-3-carboxylic acid methyl ester 1,1-dioxide COC(=O)[C@@]1(NS(C2=C1C=C(C=C2)C(C)(C)C)(=O)=O)C